C(C)S(=O)(=O)OOCC1CO1 glycidoxy ethyl-sulfonate